OC1[C@H](O)[C@H](O)[C@@H](O1)[C@@H](O)CO L-Mannofuranose